C(C)(=O)OCCC1=CC=CC2=C1O[C@@H](CN2C)C=2C=C(C1=C(C=CO1)C2)C2=CC(=NC=C2)CNC(=O)OC(C)(C)C |r| (±)-2-(2-(7-(2-(((tert-butoxycarbonyl)amino)methyl)pyridin-4-yl)benzofuran-5-yl)-4-methyl-3,4-Dihydro-2H-benzo[b][1,4]oxazin-8-yl)ethyl acetate